(4-amino-7-fluoroimidazo[1,5-a]quinoxalin-8-yl)((2S,4aS,9aR)-7-(difluoromethyl)-6-fluoro-2-methyl-2,3,9,9a-tetrahydroindeno[2,1-b][1,4]oxazin-4(4aH)-yl)methanone NC=1C=2N(C3=CC(=C(C=C3N1)F)C(=O)N1[C@@H]3[C@H](O[C@H](C1)C)CC=1C=C(C(=CC13)F)C(F)F)C=NC2